BrC1=CC(=C(C=C1)C1([C@H](CNC[C@H]1C)C)O)Cl (3S,4s,5R)-4-(4-bromo-2-chlorophenyl)-3,5-dimethylpiperidin-4-ol